5-methyl-2-(2,6,6-trimethylcyclohexa-1,3-dien-1-yl)-1,3-dioxane-5-carbaldehyde CC1(COC(OC1)C1=C(C=CCC1(C)C)C)C=O